ClC1=C(NC2=CC=C(C(=C12)Cl)F)C(=O)N1CCC2(CN(C(N2C)=O)C)CC1 8-(3,4-dichloro-5-fluoro-1H-indole-2-carbonyl)-1,3-dimethyl-1,3,8-triazaspiro[4.5]decan-2-one